C1(=CC=CC=C1)C1CNC(N1)=O 5-phenylimidazolidin-2-one